(2S,4S)-2-((S)-2-(2-hydroxy-3-methylphenyl)-4,5-dihydrothiazol-4-yl)-3-methylthiazolidine-4-carboxylic acid OC1=C(C=CC=C1C)C=1SC[C@H](N1)[C@@H]1SC[C@@H](N1C)C(=O)O